N,N-dibenzyl-3-(2-methyl-1,3-dioxolan-2-yl)propenamide C(C1=CC=CC=C1)N(C(C=CC1(OCCO1)C)=O)CC1=CC=CC=C1